NC=1N=C(C(=NC1SC1=C(C(=NC=C1)N)Cl)C#N)N1CCC2(CC1)CC1=CC=CC=C1[C@H]2N 5-amino-3-[(3S)-3-amino-1,3-dihydrospiro[indene-2,4'-piperidine]-1'-yl]-6-[(2-amino-3-chloropyridin-4-yl)sulfanyl]Pyrazine-2-carbonitrile